cadmium nitrate monohydrate O.[N+](=O)([O-])[O-].[Cd+2].[N+](=O)([O-])[O-]